1,2-bis(4-carboxyphenyl)-1,2-diphenylethylene C(=O)(O)C1=CC=C(C=C1)C(=C(C1=CC=CC=C1)C1=CC=C(C=C1)C(=O)O)C1=CC=CC=C1